NC1=CC=CC(=N1)S(=O)(=O)NC(=O)C=1C(=NC(=CC1)C1=CC(=CC(=C1)OCC(C)C)F)N1C([C@H](CC1)C)(C)C N-[(6-Amino-2-pyridyl)sulfonyl]-6-(3-fluoro-5-isobutoxyphenyl)-2-[(3S)-2,2,3-trimethylpyrrolidin-1-yl]pyridin-3-carboxamid